COC1=CC=C(C=C1)C=CC(=O)C1=CC=C(C=C1)O 3-(4-methoxyphenyl)-1-(4-hydroxyphenyl)-2-propen-1-one